[Te+2].C(CCCCCCCCCC)(=O)[O-].C(CCCCCCCCCC)(=O)[O-] undecanoate tellurium